C(C)(C)N(C(=O)C1=C(OC=2C(=NC=NC2)N2CC3(C2)CCN(CC3)C[C@@H]3CN(CC3)S(=O)(=O)N3CCNCCC3)C=CC(=C1)F)C(C)C (R)-4-((3-((2-(5-(2-(diisopropylcarbamoyl)-4-fluorophenoxy)pyrimidine-4-yl)-2,7-diazaspiro[3.5]nonan-7-yl)methyl)pyrrolidin-1-yl)sulfonyl)-1,4-diazepane